4-[trans-4-(tert-butoxycarbonylamino)cyclohexoxy]quinazoline-7-carboxylic acid C(C)(C)(C)OC(=O)N[C@@H]1CC[C@H](CC1)OC1=NC=NC2=CC(=CC=C12)C(=O)O